N\C(\C1(CC1)C)=N/OC(/C=C/C(=O)OCC)=O (E)-ethyl 4-(((Z)-(amino(1-methylcyclopropyl)methylene)amino)oxy)-4-oxobut-2-enoate